FC(C=1C(=C(C=CC1)[C@@H](C)NC=1C2=C(N=CN1)N=C(C(=C2)C2(CC2)C(F)F)OC)F)F (R)-N-(1-(3-(difluoromethyl)-2-fluorophenyl)ethyl)-6-(1-(difluoromethyl)cyclopropyl)-7-methoxypyrido[2,3-d]pyrimidin-4-amine